ClC1=C(C=C(C=C1)F)N=C(N)C1=C(C=2N(N=C1)C=C(C2)C2=C(C=C(C=C2)OC)C)N[C@@H]2CC[C@H](CC2)NCCCCC N'-(2-chloro-5-fluoro-phenyl)-6-(4-methoxy-2-methyl-phenyl)-4-[[trans-4-(pentylamino)cyclohexyl]amino]pyrrolo[1,2-b]pyridazine-3-carboxamidine